NC1=CC(=C(C=C1)C=1C=C2C(=NN(C2=CC1)C(C1=CC=CC=C1)(C1=CC=CC=C1)C1=CC=CC=C1)NC(=O)C1CN(CCC1)C(=O)OC(C)(C)C)Cl tert-Butyl 3-{[5-(4-amino-2-chlorophenyl)-1-trityl-1H-indazol-3-yl]carbamoyl}piperidine-1-carboxylate